N1=CC=C(C=C1)SCC(=O)C1=CC=C(C=C1)C1=NOC(=N1)C(F)(F)F 2-(pyridin-4-ylsulfanyl)-1-(4-(5-(trifluoromethyl)-1,2,4-oxadiazol-3-yl)phenyl)ethan-1-one